dimethyl-tetramethylene-diamine CNCCCCNC